2-[(1-{6-[(2-chloro-4-cyanophenoxy)methyl]-5-fluoropyridin-2-yl}-3-azabicyclo[3.1.0]hexan-3-yl)methyl]-1-{[(2S)-oxetan-2-yl]methyl}-1H-1,3-benzodiazole-6-carboxylic acid ClC1=C(OCC2=C(C=CC(=N2)C23CN(CC3C2)CC2=NC3=C(N2C[C@H]2OCC2)C=C(C=C3)C(=O)O)F)C=CC(=C1)C#N